FC=1C(=NC=CC1)C1=NC2=C(C=NC(=C2)C(=O)NC)N1[C@@H]1C[C@@H](CCC1)NC(=O)C=1SC(=CC1)Cl |r| 2-(3-fluoro-2-pyridyl)-N-methyl-3-[rac-(1S,3R)-3-[(5-chlorothiophene-2-carbonyl)amino]cyclohexyl]imidazo[4,5-c]pyridine-6-carboxamide